2-acetyl-2-azaspiro[3.3]heptan C(C)(=O)N1CC2(C1)CCC2